4-(FURAN-2-YL)PHENYLBORONIC ACID O1C(=CC=C1)C1=CC=C(C=C1)B(O)O